C(C1=CC=CC=C1)(=O)N[C@@H]1C[C@H](C2=CC(=C3C=C(N=CC3=C21)C2CC2)S(NCC(C)C)(=O)=O)NC(C2=CC=CC=C2)=O |r| N-[Trans-(7RS,9RS)-9-benzamido-3-cyclopropyl-5-(2-methylpropylsulfamoyl)-8,9-dihydro-7H-cyclopenta[h]isochinolin-7-yl]benzamid